ClC=1C=C(C2=CN(N=C2C1C(NC=1C(=C(C=2N(C1)C=C(N2)C)F)OC)=O)C)N2CCC(CC2)N(C(OC(C)(C)C)=O)CC tert-butyl N-[1-[6-chloro-7-[(8-fluoro-7-methoxy-2-methyl-imidazo[1,2-a]pyridin-6-yl)carbamoyl]-2-methyl-indazol-4-yl]-4-piperidyl]-N-ethyl-carbamate